COC1=NC=C(C=N1)C1CN(C1)[C@H]1[C@H](CCCC1)OC=1C=C2CN(C(C2=CC1)=O)C1C(NC(CC1)=O)=O 3-(5-(((1S,2R)-2-(3-(2-methoxypyrimidin-5-yl)azetidin-1-yl)cyclohexyl)oxy)-1-oxoisoindolin-2-yl)piperidine-2,6-dione